tributylammonium tetra(pentafluorophenyl)borate FC1=C(C(=C(C(=C1[B-](C1=C(C(=C(C(=C1F)F)F)F)F)(C1=C(C(=C(C(=C1F)F)F)F)F)C1=C(C(=C(C(=C1F)F)F)F)F)F)F)F)F.C(CCC)[NH+](CCCC)CCCC